5-acetyl-4-(acetoxy)-2-bromophenyl acetate C(C)(=O)OC1=C(C=C(C(=C1)C(C)=O)OC(C)=O)Br